(R)-3-(2-((R)-3-fluoropyrrolidine-1-carbonyl)-6-(3-methyl-1H-pyrrolo[2,3-b]pyridin-5-yl)-1,2,3,4-Tetrahydroisoquinolin-8-yl)morpholine-4-carboxylic acid tert-butyl ester C(C)(C)(C)OC(=O)N1[C@@H](COCC1)C=1C=C(C=C2CCN(CC12)C(=O)N1C[C@@H](CC1)F)C=1C=C2C(=NC1)NC=C2C